2-(4-((4-(Isoindolin-2-ylmethyl)-2-methoxyphenoxy)methyl)-N-methylbenzamido)ethyl acetate C(C)(=O)OCCN(C(C1=CC=C(C=C1)COC1=C(C=C(C=C1)CN1CC2=CC=CC=C2C1)OC)=O)C